tert-butyl (2s)-2-((tert-butoxycarbonyl)amino)-4-(4,4,4-trifluoro-3-hydroxy-3-(isoquinolin-3-yl)butylsulfonimidoyl)butanoate C(C)(C)(C)OC(=O)N[C@H](C(=O)OC(C)(C)C)CCS(=O)(=N)CCC(C(F)(F)F)(C=1N=CC2=CC=CC=C2C1)O